C(C)(C)(C)OC(N(C)C1CCN(CC1)CC1=CC=CC=2N(C(N(C21)C)=O)C2C(NC(CC2)=O)=O)=O (1-[[1-(2,6-dioxopiperidin-3-yl)-3-methyl-2-oxo-1,3-benzodiazol-4-yl]methyl]piperidin-4-yl)-N-methylcarbamic acid tert-butyl ester